C(C)(C)(C)[C@H]1N2C(C=3N(N=C4C(=CC=CC34)OCCCCCCCC(=O)OC(C)C)C1)=CC(C(=C2)C(=O)OC)=O Methyl (R)-6-(tert-butyl)-10-((8-isopropoxy-8-oxooctyl)oxy)-2-oxo-6,7-dihydro-2H-pyrido[2',1':3,4]pyrazino[1,2-b]indazole-3-carboxylate